C(C)(C)(C)N\C=C/1\C(OC2=CC=CC=C2C1=O)C1=CC=C(C=C1)O (Z)-3-((tert-butylamino)methylene)-2-(4-hydroxyphenyl)chroman-4-one